C(#N)C1=NC=CC(=C1)C1=CN=C(O1)C(=O)N1[C@@H]2[C@H](CC1)[C@H](N(C2)C#N)C (-)-(3aR,4R,6aR)-1-(5-(2-cyanopyridin-4-yl)oxazol-2-carbonyl)-4-methylhexahydropyrrolo[3,4-b]pyrrole-5(1H)-carbonitrile